N'-hydroxy-4-[(methoxyimino)methyl]benzenecarboximidamide ON=C(N)C1=CC=C(C=C1)C=NOC